ClC=1C=C(C=CC1)S(=O)(=O)NC1CCC(CC1)C 3-chloro-N-(4-methylcyclohexyl)benzenesulfonamide